BrC1=CC=C(S1)S1N=C2C(=N1)C=CC=C2 2-(5-bromothienyl)-benzo[c]1,2,5-thiadiazole